4-(3'-amino-4-(4-methylpiperazin-1-yl)-[1,1'-biphenyl]-3-yl)-6-chloropyrimidine NC=1C=C(C=CC1)C1=CC(=C(C=C1)N1CCN(CC1)C)C1=NC=NC(=C1)Cl